4-nitro-2-(1H-tetrazol-1-yl)phenol [N+](=O)([O-])C1=CC(=C(C=C1)O)N1N=NN=C1